C(=O)C=1C=C(C=CC1)C1=C(C=C(C=C1)S(=O)(=O)N)C 3'-formyl-2-methyl-[1,1'-biphenyl]-4-sulfonamide